The molecule is an alpha-amino-acid anion. It is a conjugate base of a selenocysteine. It is a conjugate acid of a selenocysteinate(2-). C(C(C(=O)[O-])N)[Se]